ClC=1C=C(C(=O)NC2=C(C(=O)O)C=C(C=C2)N2CCN(CC2)CC(N2CCCC2)=O)C=CC1 2-(3-chlorobenzamido)-5-{4-[2-oxo-2-(pyrrolidin-1-yl)ethyl]piperazin-1-yl}benzoic acid